3-((cis)-3,4-bis(4-chlorophenyl)-5-methylpiperazin-1-yl)-3-oxopropanoic acid ClC1=CC=C(C=C1)[C@@H]1CN(C[C@@H](N1C1=CC=C(C=C1)Cl)C)C(CC(=O)O)=O